2-(ethyl((6-methyl-4-oxo-3,4-dihydrothieno[3,2-d]pyrimidin-2-yl)methyl)amino)-N-methylacetamide C(C)N(CC(=O)NC)CC=1NC(C2=C(N1)C=C(S2)C)=O